BrC=1C=C(C=C(C1)[N+](=O)[O-])N1C(C2=CC=CC(=C2C1)C(F)(F)F)=O 2-(3-bromo-5-nitrophenyl)-4-(trifluoromethyl)isoindolin-1-one